C(C)OC(=O)C1CNC(CC1)CC 6-ethylpiperidine-3-carboxylic acid ethyl ester